(R)-3-(((R)-3-(3,3-difluorobutyl)-7-(difluoromethyl)-5-(4-fluorophenyl)-2-methyl-1,1-dioxido-2,3,4,5-tetrahydrobenzo[f][1,2,5]thiadiazepin-8-yl)oxy)-2-methylpropanoic acid FC(CC[C@H]1N(S(C2=C(N(C1)C1=CC=C(C=C1)F)C=C(C(=C2)OC[C@H](C(=O)O)C)C(F)F)(=O)=O)C)(C)F